(methylsulfonylamino)-N-(1-(oxetan-3-yl)-3-(pyridin-2-yl)-1H-pyrazol-4-yl)-[2,3'-bipyridine]-6-carboxamide CS(=O)(=O)NC=1C(=NC(=CC1)C(=O)NC=1C(=NN(C1)C1COC1)C1=NC=CC=C1)C=1C=NC=CC1